2-((4-((2-(dimethylamino)ethyl)(methyl)amino)phenyl)amino)-5-ethynyl-8-methyl-6-(phenylamino)pyrido[2,3-d]pyrimidin-7(8H)-one CN(CCN(C1=CC=C(C=C1)NC=1N=CC2=C(N1)N(C(C(=C2C#C)NC2=CC=CC=C2)=O)C)C)C